2-(4-(2-((4-(Bis(2-hydroxydecyl)amino)butyl)disulfaneyl)ethyl)piperazin-1-yl)ethyl 5-(bis(2-hydroxydecyl)amino)pentanoate OC(CN(CCCCC(=O)OCCN1CCN(CC1)CCSSCCCCN(CC(CCCCCCCC)O)CC(CCCCCCCC)O)CC(CCCCCCCC)O)CCCCCCCC